propionyl-D-isoglutamine C(CC)(=O)N[C@H](CCC(=O)O)C(N)=O